3-Methyl-2-(6-trifluoromethoxy-benzothiazol-2-ylamino)-3H-imidazolo[4,5-b]pyridine-6-carboxylic acid (2-morpholin-4-yl-2-oxo-ethyl)-amide N1(CCOCC1)C(CNC(=O)C=1C=C2C(=NC1)N(C(=N2)NC=2SC1=C(N2)C=CC(=C1)OC(F)(F)F)C)=O